6-(4-Fluoro-2-methoxyphenyl)-N-[(2-oxo-1H-pyridin-3-yl)sulfonyl]-2-[(4S)-2,2,4-trimethylpyrrolidin-1-yl]pyridin-3-carboxamid FC1=CC(=C(C=C1)C1=CC=C(C(=N1)N1C(C[C@@H](C1)C)(C)C)C(=O)NS(=O)(=O)C=1C(NC=CC1)=O)OC